Cl.FC([C@@H]1C[C@H](NC1)C(=O)OCC1=CC=CC=C1)(F)F benzyl (2S,4R)-4-(trifluoromethyl)pyrrolidine-2-carboxylate hydrochloride